tert-butyl 3-((5-(benzyloxy)-2-methylbenzofuran-3-carboxamido)methyl)pyrrolidine-1-carboxylate C(C1=CC=CC=C1)OC=1C=CC2=C(C(=C(O2)C)C(=O)NCC2CN(CC2)C(=O)OC(C)(C)C)C1